C(C)OC1=C(C=CC(=C1)C1=NC=NC(=C1)NCCN1C(=CC2=C(C=CC(=C12)F)OC)C)C(C(F)(F)F)O (2-Ethoxy-4-{6-[2-(7-fluoro-4-methoxy-2-methyl-indol-1-yl)-ethylamino]-pyrimidin-4-yl}-phenyl)-2,2,2-trifluoro-ethanol